N-Fmoc-L-tyrosine C1=CC=C2C(=C1)C(C3=CC=CC=C32)COC(=O)N[C@@H](CC4=CC=C(C=C4)O)C(=O)O